2-[4-[[(1r,2r)-2-hydroxycyclopentyl]amino]phthalazin-1-yl]-5-(trifluoromethyl)phenol O[C@H]1[C@@H](CCC1)NC1=NN=C(C2=CC=CC=C12)C1=C(C=C(C=C1)C(F)(F)F)O